C1(CCC1)N1C(=NC2=C1C=CC=C2)C=2N(C(C(=C(N2)C(=O)NC=2N=NN(C2)C)O)=O)C 2-(1-cyclobutyl-1H-1,3-benzodiazol-2-yl)-5-hydroxy-1-methyl-N-(1-methyl-1H-1,2,3-triazol-4-yl)-6-oxo-1,6-dihydropyrimidine-4-carboxamide